FC1=C(C=C(C(=C1)F)F)CBr (2,4,5-trifluorophenyl)methylbromide